C(#N)N1C[C@]2(CC2C1)NC(C1=CC=C(C=C1)C1=C(C=NC=C1)NC1=CC=CC=C1)=O N-((1R)-3-Cyano-3-azabicyclo[3.1.0]hexan-1-yl)-4-(3-(phenylamino)pyridin-4-yl)benzamid